(R)-isopentyl 3-amino-2-(((benzyloxy)carbonyl)amino)propanoate NC[C@H](C(=O)OCCC(C)C)NC(=O)OCC1=CC=CC=C1